FC(CCCCC(=O)O)(C1=C(C=C(C(=C1)F)F)F)F ε,ε,2,4,5-pentafluoro-benzenehexanoic acid